C(C)(C)NC(=O)C1=CC2=C(C=CC(=C2C=C1)C1=CC=C(C=C1)C(F)(F)F)N(S(=O)(=O)C)C N-isopropyl-8-(N-methylmethyl-sulfonamido)-5-(4-(trifluoromethyl)phenyl)-2-naphthamide